(4-chlorophenyl)diphenyl-sulfonium ClC1=CC=C(C=C1)[S+](C1=CC=CC=C1)C1=CC=CC=C1